2-(6-((2S,5R)-2,5-dimethylpiperazin-1-yl)-3,9-diethyl-2-oxo-3,9-dihydro-2H-purin-8-yl)acetonitrile C[C@@H]1N(C[C@H](NC1)C)C=1C=2N=C(N(C2N(C(N1)=O)CC)CC)CC#N